(3-((5-(tert-butyl)-4-methylthiazol-2-yl)amino)-3-oxopropyl)-3-(5-methyl-2H-tetrazol-2-yl)benzamide C(C)(C)(C)C1=C(N=C(S1)NC(CCC1=C(C(=O)N)C=CC=C1N1N=C(N=N1)C)=O)C